N-heptadecyl-alpha-heptadecyl-nitrone C(CCCCCCCCCCCCCCCC)[N+](=CCCCCCCCCCCCCCCCCC)[O-]